(1R,5S,6r)-6-((2-(8-methyl-1-(methylsulfanyl)imidazo[1,5-a]pyridin-3-yl)propan-2-yl)carbamoyl)-3-azabicyclo[3.1.0]hexane-3-carboxylic acid tert-butyl ester C(C)(C)(C)OC(=O)N1C[C@H]2C([C@H]2C1)C(NC(C)(C)C1=NC(=C2N1C=CC=C2C)SC)=O